1-butyl-2-isopropoxy-1-(4-phenylbut-1-yn-1-yl)-1,2-dihydro-3H-imidazo[1,5-a]indol-3-one C(CCC)C1(N(C(N2C1=CC=1C=CC=CC21)=O)OC(C)C)C#CCCC2=CC=CC=C2